6-(4-(4-methoxybenzyloxy)phenylamino)-3-morpholinoquinoxaline-5-carbonitrile COC1=CC=C(COC2=CC=C(C=C2)NC2=C(C=3N=C(C=NC3C=C2)N2CCOCC2)C#N)C=C1